FC=1C=C(C=C(C1)OC)C=1N=C2N(C(C1)=O)C=C(C=C2)N2C[C@@H](NCC2)C 2-(3-fluoro-5-methoxyphenyl)-7-[(3S)-3-methylpiperazin-1-yl]-4H-pyrido[1,2-a]pyrimidin-4-one